O=C1NC(CCC1N1C(C2=CC=C(C=C2C1=O)N1CCN(CC1)CC(COC(NC(C)(C)C)=O)C)=O)=O (3-(4-(2-(2,6-dioxopiperidin-3-yl)-1,3-dioxoisoindolin-5-yl)piperazin-1-yl)-2-Methylpropyl)tert-butylcarbamate